1-(2-hydroxy-2-methylpropyl)-5-(trifluoromethyl)-1H-pyrazole-4-carboxylic acid ethyl ester C(C)OC(=O)C=1C=NN(C1C(F)(F)F)CC(C)(C)O